(2-(2-methylpyrrolidin-1-yl)ethyl)-3-nitro-5-(trifluoromethyl)benzamide CC1N(CCC1)CCC1=C(C(=O)N)C=C(C=C1[N+](=O)[O-])C(F)(F)F